4-amino-8-fluoro-2-oxo-1-phenyl-1,2-dihydroquinolin-3-carbonitrile NC1=C(C(N(C2=C(C=CC=C12)F)C1=CC=CC=C1)=O)C#N